(S)-2-(6-(2-ethyl)1H-indazol-3-yl-5-fluoro-4-hydroxyphenyl)-5-propyl-4,5,6,7-tetrahydro-3H-imidazo[4,5-c]Pyridine-6-carboxylic acid CCC1=CC=C2C(=NNC2=C1)C1=C(C=C(C(=C1)O)F)C1=NC2=C(CN([C@@H](C2)C(=O)O)CCC)N1